C(C=CC=CC=CCCCCCCCCC)(=O)[O-] 10E-hexadecatrienoate